CN1C(=NC=C1)C=1C=CC=C2C(=CNC12)S(=O)(=O)Cl 7-(1-methylimidazol-2-yl)-1H-indole-3-sulfonyl chloride